C1(=CC=CC=C1)C1=C(C=CC(=C1)N)OC(C1=CC=C(C=C1)N)=O (2-phenyl-4-aminophenyl)-4-aminobenzoate